N1N=C(C=C1)C(=O)N PYRAZOLE-3-CARBOXYLIC ACID AMIDE